7-amino-N-(2-{4-amino-6-oxa-2-azaspiro[4.5]decan-2-yl}-3-fluoro-5,6,7,8-tetrahydroquinolin-6-yl)-3-methylthieno[2,3-b]pyrazine-6-carboxamide NC1=C(SC2=NC(=CN=C21)C)C(=O)NC2CC=1C=C(C(=NC1CC2)N2CC1(C(C2)N)OCCCC1)F